FCCNCCC1=CC=C(C=C1)CN1C(=C(C=2C=3C=NN(C3C=CC21)S(=O)(=O)C2=CC=CC=C2)F)C2=C(C=CC=C2)C 2-fluoro-N-(4-((8-fluoro-3-(phenylsulfonyl)-7-(o-tolyl)pyrrolo[3,2-e]indazol-6(3H)-yl)methyl)phenethyl)ethan-1-amine